C1(=CCCCC1)C1=C(NC2=C(C=CC=C12)C)C(=O)O 3-(cyclohexen-1-yl)-7-methyl-1H-indole-2-carboxylic acid